CC(CCCCCCC(CCCCCCCC=CCC=CCCCCC)N)C dimethylpentacosa-16,19-dien-8-amine